N-stearyl-amid C(CCCCCCCCCCCCCCCCC)[NH-]